lithium triazenide [N-]=NN.[Li+]